(dibenzofuranyl)(triphenyleneyl)biphenyl C1(=CC=CC=2OC3=C(C21)C=CC=C3)C=3C(=C(C=CC3)C3=CC=CC=C3)C3=CC=CC=2C1=CC=CC=C1C1=CC=CC=C1C32